N-(3-(2-(difluoromethoxy)-5-(methylthio)phenyl)-1-((1-(1-(tetrahydro-2H-pyran-4-yl)piperidin-4-yl)-1H-1,2,3-triazol-4-yl)methyl)-1H-pyrazol-4-yl)pyrazolo[1,5-a]pyrimidine-3-carboxamide FC(OC1=C(C=C(C=C1)SC)C1=NN(C=C1NC(=O)C=1C=NN2C1N=CC=C2)CC=2N=NN(C2)C2CCN(CC2)C2CCOCC2)F